The molecule is a dicarboxylic acid anion arising from deprotonation of both carboxylic acid functions of 5,6,7,8-tetrahydrofolic acid; major structure at pH 7.3 It is a tetrahydrofolate and a dicarboxylic acid dianion. It is a conjugate base of a 5,6,7,8-tetrahydrofolic acid. C1C(NC2=C(N1)N=C(NC2=O)N)CNC3=CC=C(C=C3)C(=O)N[C@@H](CCC(=O)[O-])C(=O)[O-]